CC(C(=O)OC(CCCCCCC=O)CC)CC 8-(2-methylbutyryloxy)decanal